PYRIDINCARBAMATE N1=C(C=CC=C1)NC(=O)[O-]